2'-O-ethoxyethyl-5-methyluridine phosphoramidite P(O)(N)OC[C@@H]1[C@H]([C@H]([C@@H](O1)N1C(=O)NC(=O)C(=C1)C)OCCOCC)O